C(CCCCCCC\C=C/CCCCCCCCCC)O (Z)-9-Eicosen-1-ol